C12(CC(C1)C2)N2C[C@H](N(S(C1=C2C=C(C(=C1)O/C=C(/C(=O)OC)\C)SC)(=O)=O)C)CCCC methyl (R,E)-3-((5-(bicyclo[1.1.1]pentan-1-yl)-3-butyl-2-methyl-7-(methylthio)-1,1-dioxido-2,3,4,5-tetrahydrobenzo[f][1,2,5]thiadiazepin-8-yl)oxy)-2-methylacrylate